2,2-bis(3-chloro-4-hydroxyphenyl)propane methyl-(R)-4-(3-(benzyloxy)-2-(tosyloxy)propoxy)-3-nitrothiophene-2-carboxylate COC(=O)C=1SC=C(C1[N+](=O)[O-])OC[C@@H](COCC1=CC=CC=C1)OS(=O)(=O)C1=CC=C(C)C=C1.ClC=1C=C(C=CC1O)C(C)(C)C1=CC(=C(C=C1)O)Cl